8-[1-(3-methyl-1,2,4-oxadiazol-5-yl)azepin-4-yl]-1-oxa-3,8-diazaspiro[4.5]decan-2-one CC1=NOC(=N1)N1C=CC(=CC=C1)N1CCC2(CNC(O2)=O)CC1